ClC1=C(C=C(C=C1N)C)NC1=CC(=CC(=C1)F)Cl 2-chloro-N1-(3-chloro-5-fluorophenyl)-5-methylbenzene-1,3-diamine